(S)-1-(cyclopropyl-(5-fluoro-3-methylbenzofuran-2-yl)methyl)-3-(pyridin-3-yl)urea C1(CC1)[C@H](NC(=O)NC=1C=NC=CC1)C=1OC2=C(C1C)C=C(C=C2)F